(2-hydroxyethyl)cyclohexane OCCC1CCCCC1